4-methoxy-3-(N-phenethylsulfamoyl)-N,N-dipropylbenzamide COC1=C(C=C(C(=O)N(CCC)CCC)C=C1)S(NCCC1=CC=CC=C1)(=O)=O